FC1=C(C=C(C=N1)C1=CC=C2N=CC(=NC2=C1)NC)C 7-(6-fluoro-5-methylpyridin-3-yl)-N-methylquinoxalin-2-amine